FC(C1=NN=C(O1)C=1C=CC(=NC1)CN1N=NC(=C1)C=1C=C2CN(CC2=CC1)C(=O)OC(C)(C)C)F tert-butyl 5-(1-((5-(5-(difluoromethyl)-1,3,4-oxadiazol-2-yl)pyridin-2-yl)methyl)-1H-1,2,3-triazol-4-yl)isoindolin-2-carboxylate